N-{1-[5-(isoquinolin-5-yl)-thiophen-2-yl]-ethyl}-6,7-dimethoxy-2-methylquinazolin-4-amine C1=NC=CC2=C(C=CC=C12)C1=CC=C(S1)C(C)NC1=NC(=NC2=CC(=C(C=C12)OC)OC)C